1-(1,6-dimethyl-[1,2,4]triazolo[4,3-a]quinazolin-5-yl)-6-((1-methylcyclopropyl)ethynyl)-1,2,3,5-tetrahydrobenzo[e][1,4]oxazepine CC1=NN=C2N1C1=CC=CC(=C1C(=N2)N2CCOCC1=C2C=CC=C1C#CC1(CC1)C)C